(2r,5s)-4-(3-formyl-1H-pyrrolo[3,2-c]pyridin-4-yl)-2,5-dimethylpiperazine-1-carboxylic acid tert-butyl ester C(C)(C)(C)OC(=O)N1[C@@H](CN([C@H](C1)C)C1=NC=CC2=C1C(=CN2)C=O)C